ClC=1C=C2C=CN=C(C2=CN1)NC(C)=O N-(6-chloro-2,7-naphthyridin-1-yl)acetamide